2-(3-(8-Amino-6-(cyclopropylethynyl)imidazo[1,2-a]pyrazin-3-yl)-4-methylphenyl)-1,1,1-trifluoropropan-2-ol trifluoroacetate salt FC(C(=O)O)(F)F.NC=1C=2N(C=C(N1)C#CC1CC1)C(=CN2)C=2C=C(C=CC2C)C(C(F)(F)F)(C)O